O1CCN(CC1)C1=CC=C(C=C1)NC=1C=2N(C=C(N1)C1=CC=3OCC(NC3N=C1)=O)N=CN2 7-(8-((4-Morpholinophenyl)amino)-[1,2,4]triazolo[1,5-a]pyrazin-6-yl)-2H-pyrido[3,2-b][1,4]oxazin-3(4H)-one